FC(C(=O)[O-])(F)F.C1(=CC=CC=C1)CS(=O)(=O)NC=1C(=NC=C(C1)C(=O)N1CCC(CC1)C1=CC=C(C=C1)OC=1N=NC(=CC1)C(F)(F)F)N1CC[NH2+]CC1 4-(3-((phenylmethyl)sulfonamido)-5-(4-(4-((6-(trifluoromethyl)pyridazin-3-yl)oxy)-phenyl)piperidine-1-carbonyl)pyridin-2-yl)piperazin-1-ium 2,2,2-trifluoroacetate